1,4,9-triazacyclopentadecane-5-carboxylate N1CCNC(CCCNCCCCCC1)C(=O)[O-]